trifluoropentylsulfonium FC(CCCC[SH2+])(F)F